C(C1=CC=CC=C1)N1CCC(CC1)CCNC(=O)N1[C@@H](CN(C[C@@H]1C)C1=CC(=C(C=C1)C#N)F)C (2R,6S)-N-[2-(1-benzylpiperidin-4-yl)ethyl]-4-(4-cyano-3-fluorophenyl)-2,6-dimethylpiperazine-1-carboxamide